methyl 4-(6-(4-aminothiophen-2-yl) pyrazin-2-yl)-2-methoxybenzoate NC=1C=C(SC1)C1=CN=CC(=N1)C1=CC(=C(C(=O)OC)C=C1)OC